CC1(OB(OC1(C)C)CC=C)C 4,4,5,5-tetramethyl-2-(prop-2-en-1-yl)-1,3,2-dioxaborolane